C(C1=CC=CC=C1)OC1=NC(=CC=C1C1=CC(=C(C=C1)N1CCC(CC1)CC(=O)O)F)OCC1=CC=CC=C1 2-(1-(4-(2,6-bis(benzyloxy)pyridin-3-yl)-2-fluorophenyl)piperidin-4-yl)acetic acid